FC(C(=O)O)(F)F.NC1=CC(=NC=N1)OC1=C(C=C(C=C1)N1C(N(CC1=O)C=1C=NC=C(C1)C(F)(F)F)=O)C(C)C 3-{4-[(6-amino-4-pyrimidinyl)oxy]-3-isopropylphenyl}-1-[5-(trifluoromethyl)-3-pyridinyl]-2,4-imidazolidinedione trifluoroacetate